C(C)(=O)O.NCC=1C(=NC=CN1)N(S(=O)(=O)C)C N-(3-aminomethyl-pyrazin-2-yl)-N-methyl-methanesulfonamide acetate